C1(CC1)NC(C1=C(C=C(C=C1)F)SC1=CC=C2C(=NNC2=C1)\C=C\C1=NC=C(C=C1)CN1CCCC1)=O N-cyclopropyl-4-fluoro-2-({3-[(E)-2-{5-[(pyrrolidin-1-yl)methyl]pyridin-2-yl}vinyl]-1H-indazol-6-yl}thio)benzamide